NC1=CC(=NC(=N1)NC1=CC=C(C=C1)C)C(=O)N(C1=CC=CC=C1)C 6-amino-N-methyl-N-phenyl-2-(p-tolylamino)pyrimidine-4-carboxamide